methyl o-toluate CC1=CC=CC=C1C(=O)OC